ClC1=C(C(=C(C=C1OC)OC)Cl)C1=CC2=C(N=C(N=C2)N[C@@H]2COCC[C@@H]2NC(C=C)=O)C(=N1)N1CC(C1)OC N-((3S,4S)-3-((6-(2,6-dichloro-3,5-di-methoxyphenyl)-8-(3-methoxyazetidin-1-yl)pyrido[3,4-d]pyrimidin-2-yl)amino)tetrahydro-2H-pyran-4-yl)acrylamide